Cl.OCC=1NC=CN1 2-Hydroxymethylimidazol hydrochlorid